2-(3-bromo-9H-fluoren-9-ylidene)malononitrile BrC=1C=CC=2C(C3=CC=CC=C3C2C1)=C(C#N)C#N